11-methoxy-4,8-dimethylundecaldehyde COCCCC(CCCC(CCC=O)C)C